(R)-4-amino-N-(1-(3-fluoropyridin-2-yl)ethyl)-N-((5-(trifluoromethyl)pyridin-2-yl)methyl)-[1,2,4]triazolo[4,3-a]quinoxaline-8-carboxamide NC=1C=2N(C3=CC(=CC=C3N1)C(=O)N(CC1=NC=C(C=C1)C(F)(F)F)[C@H](C)C1=NC=CC=C1F)C=NN2